4-(2-Chloro-4-fluorophenoxy)-6-methyl-5H,6H,7H,8H-pyrido[3,4-d]pyrimidine-7-carboxylic acid tert-butyl ester C(C)(C)(C)OC(=O)N1CC=2N=CN=C(C2CC1C)OC1=C(C=C(C=C1)F)Cl